tri(1-methylethyl)silicon CC(C)[Si](C(C)C)C(C)C